5-butyl-2,4,6-pyrimidinetrione C(CCC)C1C(NC(NC1=O)=O)=O